2,3,5-tri-n-butylpyrrole C(CCC)C=1NC(=CC1CCCC)CCCC